oxybismethylenebis(N,N-dibutylamine) O(CN(CCCC)CCCC)CN(CCCC)CCCC